O=C1NC(CC[C@H]1N1CCC2=C(C=CC=C12)N1CCC(CC1)N(C(OC(C)(C)C)=O)C)=O |r| Racemic-tert-butyl N-[1-[1-(2,6-dioxo-3-piperidyl)indolin-4-yl]-4-piperidyl]-N-methyl-carbamate